tert-butyl 4-({6-[2-amino-4-(methoxycarbonyl)phenyl]-2-methanesulfonyl-2,7-diazaspiro[3.5]nonan-7-yl}methyl)-5-methoxy-7-methylindole-1-carboxylate NC1=C(C=CC(=C1)C(=O)OC)C1CC2(CN(C2)S(=O)(=O)C)CCN1CC1=C2C=CN(C2=C(C=C1OC)C)C(=O)OC(C)(C)C